C1(=CC=CC2=CC=CC=C12)C1C2C3C4C=CC(C3C(C1)C2)C4 8-(1-naphthyl)tetracyclo[4.4.0.12,5.17,10]-3-dodecene